tert-Butyl 4-(5-((6-(3-bromo-5-fluorophenyl)-4-(hydroxymethyl)pyridin-2-yl)oxy)pyridin-2-yl)piperazine-1-carboxylate BrC=1C=C(C=C(C1)F)C1=CC(=CC(=N1)OC=1C=CC(=NC1)N1CCN(CC1)C(=O)OC(C)(C)C)CO